C1(=CC=CC=C1)N1C(C=2C=CC=3C(N(C(C=4C3C2C(C1=O)=CC4)=O)C4=CC=CC=C4)=O)=O 2,7-BIS(PHENYL)-BENZO[LMN][3,8]PHENANTHROLIN-1,3,6,8(2H,7H)-TETRON